C(C)(C)(C)OC(=O)N1CC(=CC1)C1=CC2=C(NC(N2C)=O)C=C1 3-(3-methyl-2-oxo-1H-benzimidazol-5-yl)-2,5-dihydropyrrole-1-carboxylic acid tert-butyl ester